6-Chloro-9-ethyl-1-methyl-8-(4-phenoxy-phenyl)-9H-pyrido[3,4-b]indole ClC=1C=C2C3=C(N(C2=C(C1)C1=CC=C(C=C1)OC1=CC=CC=C1)CC)C(=NC=C3)C